19-carboxy-nonadecanoic acid monotertbutyl ester C(C)(C)(C)OC(CCCCCCCCCCCCCCCCCCC(=O)O)=O